1-(3-chlorophenyl)-1H-imidazole-4-carboxylic acid ClC=1C=C(C=CC1)N1C=NC(=C1)C(=O)O